OC(CCC(=O)SCCNC(CCNC([C@@H](C(COP(OP(OC[C@@H]1[C@H]([C@H]([C@@H](O1)N1C=NC=2C(N)=NC=NC12)O)OP(=O)(O)O)(=O)O)(=O)O)(C)C)O)=O)=O)CCCCCC 4-hydroxydecanoyl-CoA